C1(=CC=CC2=CC=CC=C12)NN naphthylhydrazine